N1=C(C=CC=C1)C(=O)OC1OC(C(C1O)O)O (3,4,5-Trihydroxytetrahydrofuran-2-yl) picolinate